N,N-bis-(4-methoxybenzyl)-1-methyl-1H-pyrazole-3-sulfonamide COC1=CC=C(CN(S(=O)(=O)C2=NN(C=C2)C)CC2=CC=C(C=C2)OC)C=C1